3,7,11-trimethyl-1-Dodecanol CC(CCO)CCCC(CCCC(C)C)C